ClC=1C(=C(C=CC1)C(N1C(CC(CC1)(C(=O)O)CC1=NC(=CC=C1F)NC1=NNC(=C1)C)C)([2H])[2H])F 1-((3-chloro-2-fluorophenyl)methyl-d2)-4-((3-fluoro-6-((5-methyl-1H-pyrazol-3-yl)amino)pyridin-2-yl)methyl)-2-methylpiperidine-4-carboxylic acid